BrC=1C=CC(=NC1)N1CC2C(C1)CC(C2)(N)C 2-(5-bromopyridin-2-yl)-5-methyl-octahydrocyclopenta[c]pyrrole-5-amine